C(C)(C)(C)OC(=O)C1COC2(C1N(C=1C=CC(=CC21)SC)S(=O)(=O)C2=CC=C(C)C=C2)C(F)(F)F 7-(methylthio)-4-p-toluenesulfonyl-8b-(trifluoromethyl)-3,3a,4,8b-tetrahydro-2H-furo[3,2-b]indole-3-carboxylic acid tert-butyl ester